COC1=C(C=C(C(=C1)CC)OC)CCN 1-(2,5-dimethoxy-4-ethylphenyl)-2-aminoethane